C(N)(O[C@H]1C2(N(CC1CC2)C(=O)C2=CC1=C(C(=C(O1)C1=CC=3C(=NC=CC3)N1CC1CC1)C)C=C2)C(C)(C)C)=O Tert-butyl-((7R)-2-(2-(1-(cyclopropylmethyl)-1H-pyrrolo[2,3-b]pyridin-2-yl)-3-methylbenzofuran-6-carbonyl)-2-azabicyclo[2.2.1]hept-7-yl) carbamate